bromo-3-chloro-5-(tetrahydrofuran-3-yl)isoquinoline BrC1=NC(=CC2=C(C=CC=C12)C1COCC1)Cl